O1COC=2C1=CC=1C(=CNC1C2)S(=O)(=O)Cl Dioxolano[4,5-f]Indole-7-sulfonyl chloride